2,4,6-trimethyl-2-[(phenylsulfonyl)ethynyl]benzene CC1(CC(=CC(=C1)C)C)C#CS(=O)(=O)C1=CC=CC=C1